F[Al].[Zn] zinc fluoroaluminum